N-(5-(((2S,4R)-2-methyl-4-((2-(trifluoromethyl)pyrazolo[1,5-a]pyrazin-4-yl)oxy)pyrrolidin-1-yl)methyl)thiazol-2-yl)acetamide C[C@@H]1N(C[C@@H](C1)OC=1C=2N(C=CN1)N=C(C2)C(F)(F)F)CC2=CN=C(S2)NC(C)=O